C(C)(C)(C)OC(=O)N1CC=2C(CC1C)=NNC2 6-methyl-2,4,6,7-tetrahydro-5H-pyrazolo[4,3-c]Pyridine-5-carboxylic acid tert-butyl ester